[Si](C1=CC=CC=C1)(C1=CC=CC=C1)(C(C)(C)C)OC[C@@H]1[C@H](C([C@@H](O1)N1C(N=C(C=C1)NP1(OCCC(O1)C1=CC=NC=C1)=O)=O)(F)F)O 1-((2R,4R,5R)-5-(((tert-butyldiphenylsilyl)oxy)methyl)-3,3-difluoro-4-hydroxytetrahydrofuran-2-yl)-4-((2-oxido-4-(pyridin-4-yl)-1,3,2-dioxaphosphinan-2-yl)amino)pyrimidin-2(1H)-one